FC(C(=O)O)(F)F.N[C@H](C(=O)N[C@H](C(=O)N)CS)CS (R)-2-amino-N-((R)-1-amino-3-mercapto-1-oxopropan-2-yl)-3-mercaptopropanamide trifluoroacetate